C(C)(C)(C)OC(=O)N1[C@@H]([C@H](CCC1)O[Si](C)(C)C(C)(C)C)CCCNC1=C(C(=C(C=C1)Cl)Cl)N (2R,3S)-2-(3-((2-amino-3,4-dichlorophenyl)amino)propyl)-3-((tert-butyldimethylsilyl)oxy)piperidine-1-carboxylic acid tert-butyl ester